C[C@]12CC(C[C@](CC1)(N2)C)N(C2=CC=C(N=N2)C2=C(C=C(C=C2)N2C=NC(=C2)C)O)C 2-(6-(((1R,3S,5S)-1,5-dimethyl-8-azabicyclo[3.2.1]octan-3-yl)(methyl)amino)pyridazin-3-yl)-5-(4-methyl-1H-imidazol-1-yl)phenol